diethyl (2-ethylpentylidene)malonate C(C)C(C=C(C(=O)OCC)C(=O)OCC)CCC